N-(2-(4-Methoxybenzyl)-1-oxo-3-(o-tolyl)isoindolin-4-yl)bicyclo[2.2.2]octane-1-carboxamide COC1=CC=C(CN2C(C3=CC=CC(=C3C2C2=C(C=CC=C2)C)NC(=O)C23CCC(CC2)CC3)=O)C=C1